(3S,3aR,6R,6aR)-2,3,3a,5,6,6a-hexahydrofuro[3,2-b]furan-3,6-diol O1[C@H]2[C@@H]([C@H](C1)O)OC[C@H]2O